BrC=1C=2N(C=C(C1)OCC(C)(C)O)N=CC2C(=O)N(C)C 4-bromo-6-(2-hydroxy-2-methylpropoxy)-N,N-dimethylpyrazolo[1,5-a]pyridine-3-carboxamide